NC(CC)CC (2'-aminobutyl)methane